4-methyl-2-(1-methyl-1H-pyrazol-5-yl)-1-naphthonitrile CC1=CC(=C(C2=CC=CC=C12)C#N)C1=CC=NN1C